ClC1=C(C=CC(=C1)OC1=NC=NC2=CC(=C(C=C12)OC)O)NC(=O)NC1=CC(=CC=C1)F 1-(2-chloro-4-((7-hydroxy-6-methoxyquinazolin-4-yl)oxy)phenyl)-3-(3-fluorophenyl)urea